[Cl-].[Cl-].[Cl-].C1(=CC=CC=2C3=CC=CC=C3CC12)[Ti+3] fluorenyl-titanium trichloride